1-(4-bromo-2-nitrophenyl)-4-methylpiperazine BrC1=CC(=C(C=C1)N1CCN(CC1)C)[N+](=O)[O-]